NC1=CC=C(C(=O)N2CCN(CCC2)C(=O)OC(C)(C)C)C=C1 tert-butyl 4-(4-aminobenzoyl)-1,4-diazepane-1-carboxylate